2-(1H-indazol-3-yl)-6,7-dimethoxy-4-(piperidine-1-carbonyl)isoquinolin-1(2H)-one N1N=C(C2=CC=CC=C12)N1C(C2=CC(=C(C=C2C(=C1)C(=O)N1CCCCC1)OC)OC)=O